5-Chloro-N-(2,4-difluoro-3-(2-(isopropylamino)-[1,2,4]triazolo[4',3':1,6]pyrido[2,3-d]pyrimidin-6-yl)phenyl)-2-methoxypyridine-3-sulfonamide ClC=1C=C(C(=NC1)OC)S(=O)(=O)NC1=C(C(=C(C=C1)F)C1=CC2=C(N=C(N=C2)NC(C)C)N2C1=NN=C2)F